N1=CN=C2NC=NC2=C1C=1C(=NC=CC1)NC=1C=C(C=NC1C)NC(C1=NC=CC(=C1)C(F)(F)F)=O N-(5-(3-(9H-purin-6-yl)pyridin-2-ylamino)-6-methylpyridin-3-yl)-4-(trifluoromethyl)picolinamide